3-[[(tert-butoxy)carbonyl]amino]propionic acid C(C)(C)(C)OC(=O)NCCC(=O)O